OCCOCCOCCOCCNC(CCCC)=O 1-hydroxy-13-oxo-3,6,9-trioxa-12-aza-heptadecane